C(C)OC(=O)C1=CN=C(O1)Cl.OC=1OC(=CN1)C(=O)O 2-hydroxy-1,3-oxazole-5-carboxylic acid ethyl-2-chloro-1,3-oxazole-5-carboxylate